Natrium (S)-3-(3',4'-Difluorobiphenyl-3-yl)-3-(3-(1,5-dimethyl-4-oxido-2-oxo-1,2-dihydropyridin-3-yl)ureido)propanoat FC=1C=C(C=CC1F)C1=CC(=CC=C1)[C@H](CC(=O)[O-])NC(=O)NC=1C(N(C=C(C1[O-])C)C)=O.[Na+].[Na+]